[5-(2,4-difluorophenyl)-1,3,4-thiadiazol-2-yl]-[(4R,7S)-7-methyl-4-(1-methylpyrazol-4-yl)-5,7-dihydro-4H-thieno[2,3-c]pyridin-6-yl]methanone FC1=C(C=CC(=C1)F)C1=NN=C(S1)C(=O)N1[C@H](C2=C([C@H](C1)C=1C=NN(C1)C)C=CS2)C